ClCC=1N=C(OC1)C1=CC(=C(C=C1)OC)OCC(C)C 4-(chloromethyl)-2-(3-isobutoxy-4-methoxyphenyl)oxazole